1'-(((2,2'-dichloro-[1,1'-biphenyl]-3,3'-diyl)bis(6-methyl-4-oxopyrazolo[1,5-a]pyrazine-2,5(4H)-diyl))bis(ethane-2,1-diyl))bis(5-hydroxypiperidine-2-carboxylic acid) ClC1=C(C=CC=C1C1=NN2C(C(N(C(=C2)C)CCN2C(CCC(C2)O)C(=O)O)=O)=C1)C1=C(C(=CC=C1)C1=NN2C(C(N(C(=C2)C)CCN2C(CCC(C2)O)C(=O)O)=O)=C1)Cl